C1=CC=CC=2C3=CC=CC=C3C(=CC12)C=1C=C(C=CC1)C1=NC=NC(=C1)C1=CC(=CC=C1)C=1C2=CC=CC=C2C=2C=CC=CC2C1 4,6-bis[3-(phenanthren-9-yl)phenyl]Pyrimidine